4-[4-[5-[4-[4-[2-(2,6-dioxo-3-piperidinyl)-7-methoxy-1-oxo-isoindol-5-yl]piperazin-1-yl]-butoxy]pyrimidin-2-yl]-1-piperidinyl]-2-(trifluoromethyl)benzonitrile O=C1NC(CCC1N1C(C2=C(C=C(C=C2C1)N1CCN(CC1)CCCCOC=1C=NC(=NC1)C1CCN(CC1)C1=CC(=C(C#N)C=C1)C(F)(F)F)OC)=O)=O